BrC1=C(C=C(C=C1)OC)C=1C(=C(C(N(C1)C)=O)Cl)C1=C(C=C(C=C1)F)F 5-(2-bromo-5-methoxyphenyl)-3-chloro-4-(2,4-difluorophenyl)-1-methyl-2(1H)-pyridone